3-bromo-7-(piperazin-1-yl)-6,7-dihydro-5H-pyrido[2,3-b]azepin-8(9H)-one BrC1=CC2=C(NC(C(CC2)N2CCNCC2)=O)N=C1